C12C(CC(C=C1)C2)CC[SiH2]O[SiH2]CCC2C1C=CC(C2)C1 1,3-di(5-norbornen-2-yl(ethyl))-disiloxane